(R)-5-chloro-7-cyclopropyl-3-(1-(2,4-dichlorophenyl)ethyl)-3H-[1,2,3]triazolo[4,5-d]pyrimidine ClC=1N=C(C2=C(N1)N(N=N2)[C@H](C)C2=C(C=C(C=C2)Cl)Cl)C2CC2